(-)-pinene C12=C(CCC(C1(C)C)C2)C